3-[(2-methylphenyl)(4-methylbenzenesulfonyl)methyl]-1H-Indole CC1=C(C=CC=C1)C(C1=CNC2=CC=CC=C12)S(=O)(=O)C1=CC=C(C=C1)C